2-(6-Methoxy-2-methylpyrimidin-4-yl)-1-[(2S)-7-methyl-6-(2-methyl-2H-tetrazol-5-yl)-3,4-dihydro-1H-spiro[1,8-naphthyridin-2,3'-pyrrolidin]-1'-yl]propan-1-on COC1=CC(=NC(=N1)C)C(C(=O)N1C[C@]2(CC1)NC1=NC(=C(C=C1CC2)C=2N=NN(N2)C)C)C